CC=1C=C(C(=O)Cl)C=C(C1[N+](=O)[O-])C 3,5-dimethyl-4-nitrobenzoyl chloride